O1C(OCC1)CCCCOC1=CC=C(C(=O)NC2C(C(C2(C)C)OC2=CC(=C(C=C2)C#N)Cl)(C)C)C=C1 4-(4-(1,3-dioxolan-2-yl)butoxy)-N-((1r,3r)-3-(3-chloro-4-cyanophenoxy)-2,2,4,4-tetramethylcyclobutyl)benzamide